C(C)OC(=O)C=1N=C(N(C1C1=C(C=C(C=C1)OCC1=CC=CC=C1)N)C)CC1=CC=C(C=C1)OC 5-(2-amino-4-(benzyloxy)phenyl)-2-(4-methoxybenzyl)-1-methyl-1H-imidazole-4-carboxylic acid ethyl ester